5-chloro-1-(2-fluorobenzyl)-4-formyl-1H-pyrazole-3-carboxylate ClC1=C(C(=NN1CC1=C(C=CC=C1)F)C(=O)[O-])C=O